NC1=NC=NN2C1=C(C(=N2)C2=CC=C(C=C2)NC(C=C)=O)C2=CC=C(C=C2)OC2CCCCC2 N-(4-(4-amino-5-(4-(cyclohexyloxy)phenyl)pyrazolo[5,1-f][1,2,4]triazin-6-yl)phenyl)acrylamide